C[C@@]12CCC=3N=C(SC3C2CC[C@H]2[C@H]3[C@](CC[C@H]12)(C(CC3)=O)C)C3=CC=CC=C3 (5aR,5bS,7aS,10aS,10bR)-5a,7a-dimethyl-2-phenyl-4,5,5a,5b,6,7,7a,9,10,10a,10b,11,12,12a-tetradecahydro-8H-cyclopenta[7,8]phenanthro[2,1-d]thiazol-8-one